C1(=CC=CC=C1)C(CN1CCOCC1)S(=O)(=O)O phenyl-2-morpholinoethanesulfonic acid